hydrazine trifluoroacetate salt FC(C(=O)O)(F)F.NN